4-(5-methyl-2-((1-methyl-1H-pyrazol-5-yl)amino)pyrimidin-4-yl)-N-((1S,2R)-2-phenylcyclopropyl)oxazole-2-carboxamide CC=1C(=NC(=NC1)NC1=CC=NN1C)C=1N=C(OC1)C(=O)N[C@@H]1[C@H](C1)C1=CC=CC=C1